4-(4'-chloro-[1,1'-biphenyl]-4-yl)-6-(dibenzo[b,d]furan-1-yl)-2-phenylpyrimidine ClC1=CC=C(C=C1)C1=CC=C(C=C1)C1=NC(=NC(=C1)C1=CC=CC=2OC3=C(C21)C=CC=C3)C3=CC=CC=C3